CN(C(=O)C=1CC2=C(N=C(N=C2)NC2=NC=C(C=C2)N2CCNCC2)N1)C N,N-dimethyl-2-[(5-piperazin-1-ylpyridin-2-yl)amino]pyrrolo[2,3-d]pyrimidine-6-carboxamide